(2-amino-7-fluorobenzo[d]thiazol-4-yl)-8'-(piperazin-1-yl)-10'-(trifluoromethyl)-2'H,4'H,6'H-spiro[cyclobutane-1,3'-[1,4]thiazepino[2,3,4-ij]quinazolin]-6'-one NC=1SC2=C(N1)C(=CC=C2F)C2C1(CN3C(N=C(C4=CC(=CC(=C34)S2)C(F)(F)F)N2CCNCC2)=O)CCC1